rac-2-(5,5-Dimethyltetrahydro-2H-pyran-2-yl)ethan CC1(CC[C@H](OC1)CC)C |r|